C(C)OC(=O)N1CC2(C1)CC(CC2)N2CCN(CC2)C2=NC=CC=C2NC2CCC2.FCOC2=CN=CC(=N2)C(=O)N 6-(fluoromethoxy)pyrazine-2-carboxamide ethyl-6-[4-[3-(cyclobutylamino)-2-pyridyl]piperazin-1-yl]-2-azaspiro-[3.4]octane-2-carboxylate